ClC=1C=NN(C1C(NC1=NC=C(C=C1F)C#CC1=CC=CC=C1)=O)C1CC2(CN(C2)C(=O)OC(C)(C)C)C1 tert-butyl 6-(4-chloro-5-((3-fluoro-5-(phenylethynyl)pyridin-2-yl)carbamoyl)-1H-pyrazol-1-yl)-2-azaspiro[3.3]heptane-2-carboxylate